C(C)[N+](C)(C)CCO ethyl-(2-hydroxyethyl)dimethylammonium